NC1=NC=2C=C(C(=CC2C2=C1COC2)C(=O)N2[C@H](CC[C@@H](C2)C)C2=CC1=C(N=C(S1)C)C=C2)F (4-Amino-7-fluoro-1,3-dihydrofuro[3,4-c]quinolin-8-yl)((2r,5s)-5-methyl-2-(2-methylbenzo[d]thiazol-6-yl)piperidin-1-yl)methanone